C(C)(C)(C)C=1C=C(C=C(C1)C(C)(C)C)[C@H]([C@H](C(C)C)C1=NC2=CC=CC=C2C=C1)NC(C)=O N-((1S,2S)-1-(3,5-di-tert-butylphenyl)-3-methyl-2-(quinolin-2-yl)butyl)acetamide